C(=C)OC(C(CCC(=O)OC=C)=O)=O divinyl-α-ketoglutarate